FC(COS(=O)(=O)OC1CCS(C1)(=O)=O)(F)F 4-trifluoroethoxysulfonyloxytetrahydrothiophene-1,1-dioxide